2-(o-tolyloxy)aniline C1(=C(C=CC=C1)OC1=C(N)C=CC=C1)C